fructosyl-ammonia OCC1([C@@H](O)[C@H](O)[C@H](O1)CO)N